2-Amino-6-((3S)-2-(2,6-dioxopiperidin-3-yl)-3-methyl-1-oxoisoindolin-5-yl)-4-methylnicotinonitril NC1=C(C#N)C(=CC(=N1)C=1C=C2[C@@H](N(C(C2=CC1)=O)C1C(NC(CC1)=O)=O)C)C